azobis[N-(2-hydroxyethyl)2-methylpropionamidine] N(=NC(C(=N)NCCO)(C)C)C(C(=N)NCCO)(C)C